FC1=C(CC2(CCN(CC2)C=2N=C3C(=NC2C=2C=NN(C2)C)CN(CC3)C(C)=O)O)C=CC(=C1)F 1-(2-(4-(2,4-difluorobenzyl)-4-hydroxypiperidin-1-yl)-3-(1-methyl-1H-pyrazol-4-yl)-7,8-dihydropyrido[3,4-b]pyrazin-6(5H)-yl)ethan-1-one